(S)-2-((4-(6-(4-Chloro-2-fluorobenzyloxy)pyridin-2-yl)-2-oxopyridin-1(2H)-yl)methyl)-1-((tetrahydrofuran-2-yl)methyl)-1H-benzo[d]imidazol ClC1=CC(=C(COC2=CC=CC(=N2)C2=CC(N(C=C2)CC2=NC3=C(N2C[C@H]2OCCC2)C=CC=C3)=O)C=C1)F